1-((R)-1-(6-cyclopropylpyridin-3-yl)ethyl)-4-oxo-6-((1R,2R)-2-(pyrimidin-2-yl)cyclobutyl)-4,5-dihydro-1H-pyrazolo[3,4-d]pyrimidine-3-carbonitrile C1(CC1)C1=CC=C(C=N1)[C@@H](C)N1N=C(C2=C1N=C(NC2=O)[C@H]2[C@@H](CC2)C2=NC=CC=N2)C#N